C1(CC1)C1=NC=NC(=C1C=1N=C(C2=C(N1)C=CO2)NCC2=CC(=C(C=C2)N2N=C(C=C2C)C(F)(F)F)OC)OC 2-(4-Cyclopropyl-6-methoxypyrimidin-5-yl)-N-(3-methoxy-4-(5-methyl-3-(trifluoromethyl)-1H-pyrazol-1-yl)benzyl)furo[3,2-d]pyrimidin-4-amine